ClC1=CC(=C2C(=N1)C(CC2)=O)C(F)(F)F 2-chloro-4-(trifluoromethyl)-5,6-dihydro-7H-cyclopenta[b]pyridin-7-one